(S)-2-(3-aminoprop-1-yn-1-yl)-4-(2-(4-(4-chlorophenyl)-2,3,9-trimethyl-6H-thieno[3,2-f][1,2,4]triazolo[4,3-a][1,4]diazepin-6-yl)acetamido)benzyl diisopropyl phosphate P(=O)(OCC1=C(C=C(C=C1)NC(C[C@H]1C=2N(C3=C(C(=N1)C1=CC=C(C=C1)Cl)C(=C(S3)C)C)C(=NN2)C)=O)C#CCN)(OC(C)C)OC(C)C